3-(4-chloro-1-oxo-5-(piperazin-1-ylmethyl)isoindolin-2-yl)piperidine-2,6-dione ClC1=C2CN(C(C2=CC=C1CN1CCNCC1)=O)C1C(NC(CC1)=O)=O